NC1=CC(=NC=C1C(=O)OCC)OC(F)F ethyl 4-amino-6-(difluoromethoxy)nicotinate